6-isopropyl-4H-thieno[3,2-b]Pyrrole-2-carboxylic acid C(C)(C)C=1C2=C(NC1)C=C(S2)C(=O)O